4-((2-((tert-butoxycarbonyl)amino)ethyl)thio)-3-fluoro-2-methylbenzoic acid methyl ester COC(C1=C(C(=C(C=C1)SCCNC(=O)OC(C)(C)C)F)C)=O